NC1=CC(=C(OC=2C=CC(N3C(CCC23)C)=O)C(=C1)Cl)Cl 8-(4-amino-2,6-dichlorophenoxy)-3-methyl-2,3-dihydroindolizin-5(1H)-one